FC12CC(C1)(C2)N(C(=O)OCC2=C(N=NN2C)C2=CC=C(C(=N2)C(F)(F)F)N2C[C@H](CCC2)CC(=O)O)C (R)-2-(1-(6-(5-((((3-fluorobicyclo[1.1.1]pentan-1-yl)(methyl)carbamoyl)oxy)methyl)-1-methyl-1H-1,2,3-triazol-4-yl)-2-(trifluoromethyl)pyridin-3-yl)piperidin-3-yl)acetic acid